5-(2-chloro-3-(trifluoromethyl)benzamido)-3-methylisothiazole-4-carboxylic acid methyl ester COC(=O)C=1C(=NSC1NC(C1=C(C(=CC=C1)C(F)(F)F)Cl)=O)C